OC1=C(C=C(C=C1)CCC(C(C(CCC1=CC(=C(C=C1)O)OC)=O)=CC1=CC=C(C=C1)C(F)(F)F)=O)OC 1,7-bis(4-hydroxy-3-methoxyphenyl)-4-(4-(trifluoromethyl)benzylidene)heptane-3,5-dione